N-[(2S,3R)-2-[([1,1'-biphenyl]-3-yl)-methyl]-4,4-difluoro-1-(2-methyl-propanoyl)pyrrolidin-3-yl]ethanesulfonamide C1(=CC(=CC=C1)C[C@@H]1N(CC([C@@H]1NS(=O)(=O)CC)(F)F)C(C(C)C)=O)C1=CC=CC=C1